diethyl (4-(10,11-dihydro-5H-dibenzo[b,f]naphthyridine-5-yl) butyl) phosphate P(=O)(OCC)(OCC)OCCCCC1C2=C(C=3C=C4C(=NC3N1)C=CCC4)C=CC=C2